C(#N)C(CNC=1C(=CC=C2C=CC(=CC12)C1=CC=CC(=N1)C(=O)N[C@H]1C[C@@H](CCC1)NC(C)=O)OC)=C 6-{8-[(2-cyano-2-methylideneethyl)amino]-7-methoxynaphthalen-2-yl}-N-[(1R,3R)-3-acetamidocyclohexyl]pyridine-2-carboxamide